4-(3,5-dimethylpyridin-4-yl)benzene CC=1C=NC=C(C1C1=CC=CC=C1)C